C(C)(C)C=1C(=NNC1C=1C=C(C=2N(C1)N=CN2)OC)C=2SC(=C(N2)C)N2CC1(C2)CN(C1)CCC 2-(4-Isopropyl-5-(8-methoxy-[1,2,4]triazolo[1,5-a]pyridin-6-yl)-1H-pyrazol-3-yl)-4-methyl-5-(6-propyl-2,6-diazaspiro[3.3]hept-2-yl)thiazole